COC1=CC=C2C=C(C=NC2=C1)C(=O)O 7-methoxyquinoline-3-carboxylic acid